N-(5-bromo-2-nitrophenyl)-N-methylmethanesulfonamide BrC=1C=CC(=C(C1)N(S(=O)(=O)C)C)[N+](=O)[O-]